N(=NC1=CC=CC=2C3=CC=CC=C3CC12)C1=CC=CC=2C3=CC=CC=C3CC12.[B].[B] diboron azofluorene